The molecule is a member of the class of piperidines carrying two aryl substituents (4-chlorophenyl and 4-(pyrazol-4-yl)phenyl) at position 4. It has a role as an EC 2.7.11.1 (non-specific serine/threonine protein kinase) inhibitor and an antineoplastic agent. It is a member of pyrazoles, a member of piperidines and a member of monochlorobenzenes. C1CNCCC1(C2=CC=C(C=C2)C3=CNN=C3)C4=CC=C(C=C4)Cl